FC(C1=NN=C(O1)C1=CC(=C(CN(C(NCC2CCN(CC2)C(=O)OC(C)(C)C)=O)C2=CC=CC=C2)C=C1)F)F tert-butyl 4-((3-(4-(5-(difluoromethyl)-1,3,4-oxadiazol-2-yl)-2-fluorobenzyl)-3-phenylureido)methyl)piperidin-1-carboxylate